1-(2,5-diethoxy-4-methoxyphenyl)propan-2-amine C(C)OC1=C(C=C(C(=C1)OC)OCC)CC(C)N